((3-((4,5-dimethylthiazol-2-yl)carbamoyl)-4-methylphenyl)amino)heptanoic acid CC=1N=C(SC1C)NC(=O)C=1C=C(C=CC1C)NC(C(=O)O)CCCCC